[Br-].C(C(C)C)PC1=CC=CC=C1 isobutylphenyl-phosphine bromide